Cl.COC(C(C(CS(=O)(=O)C1=NC=CC=C1)N)C1=CC=CC=C1)=O 3-amino-2-phenyl-4-(pyridin-2-ylsulfonyl)butanoic acid methyl ester hydrochloride